tert-Butyl ((1-benzylpiperidin-4-yl)methyl)carbamate C(C1=CC=CC=C1)N1CCC(CC1)CNC(OC(C)(C)C)=O